C(CCC)C=1C=C(C(=CC1)C1=CC=CC=C1)C#N p-butylbiphenyl-nitrile